ethyl-2-propyl nonanoate C(CCCCCCCC)(=O)OC(CCC)C